NCCCCCNC(COC1=CC(=C(C(=O)NC=2SC(=CN2)C)C=C1)C)=O 4-(2-((5-Aminopentyl)amino)-2-oxoethoxy)-2-methyl-N-(5-methylthiazol-2-yl)benzamide